5-[4-(2,6-dichloro-benzoyl)-piperazin-1-yl]-4-methyl-benzofuran-2-carboxylic acid ClC1=C(C(=O)N2CCN(CC2)C=2C=CC3=C(C=C(O3)C(=O)O)C2C)C(=CC=C1)Cl